C(CCCCCCC)C(CCCCCCCC)(CCCCCCCC)Cl trioctylmethyl chloride